(1S,2S)-2-((6-(4-((((R)-1-(2-Chloropyridin-3-yl)ethoxy)carbonyl)amino)-3-methylisoxazol-5-yl)-2-methylpyridin-3-yl)carbamoyl)cyclohexan ClC1=NC=CC=C1[C@H](C)OC(=O)NC=1C(=NOC1C1=CC=C(C(=N1)C)NC(=O)C1CCCCC1)C